4-(2-fluoro-phenyl)-6-isopropylamino-2-methylsulfonyl-pyrimidine-5-carbaldehyde FC1=C(C=CC=C1)C1=NC(=NC(=C1C=O)NC(C)C)S(=O)(=O)C